CC(CC[C@@H](C(=O)O)NCC1=CC=C2CCNCC2=C1)(C)C (2S)-5,5-dimethyl-2-{[(1,2,3,4-tetrahydroisoquinolin-7-yl)methyl]amino}hexanoic acid